(3S)-ethyl 8-(2-amino-6-((1R)-1-(4-(1,2-dihydroxyethyl)-2-(3-methyl-1H-pyrazol-1-yl)phenyl)-2,2,2-trifluoroethoxy)pyrimidin-4-yl)-2,8-diazaspiro[4.5]decane-3-carboxylate NC1=NC(=CC(=N1)N1CCC2(C[C@H](NC2)C(=O)OCC)CC1)O[C@@H](C(F)(F)F)C1=C(C=C(C=C1)C(CO)O)N1N=C(C=C1)C